[Si](C)(C)(C(C)(C)C)O[C@H]1[C@H]2CN(C[C@@H](C1)C2)C=2C1=C(N=C(N2)Cl)C(=C(N=C1)Cl)F 4-((1R,5R,6R)-6-((tert-Butyldimethylsilyl)oxy)-3-azabicyclo[3.2.1]oct-3-yl)-2,7-dichloro-8-fluoropyrido[4,3-d]pyrimidine